NCC=1C=C(C=CC1)C=1C=CC2=C(C(=C(O2)C(C)(C)C)COC2=C(C=CC=C2)CC(=O)O)C1 2-(2-((5-(3-(aminomethyl)phenyl)-2-(tert-butyl)benzofuran-3-yl)methoxy)phenyl)acetic acid